(2,4,6-trihydroxy-5-(3-methylbut-2-en-1-yl)-1,3-phenylene)bis(3-methylbutan-1-one) OC1=C(C(=C(C(=C1C(CC(C)C)=O)O)CC=C(C)C)O)C(CC(C)C)=O